FC1=C(C#N)C(=CC(=C1)CC(C)C)N1CCN(CC1)CC1=NC=C(C=C1)OC 2-fluoro-4-isobutyl-6-(4-((5-methoxypyridin-2-yl)methyl)piperazin-1-yl)benzonitrile